[Li+].O=CCCC(=O)[O-] 4-oxobutanoic acid lithium salt